C(N)(=O)C=1CN(C=CC1)C1O[C@@H]([C@H]([C@H]1OC(C)=O)OC(C)=O)CO 3-carbamoyl-1-((3r,4r,5r)-3,4-diacetoxy-5-(hydroxymethyl)tetrahydrofuran-2-yl)pyridine